FC1=C(C=C(C=C1)NC(=O)C=1C=C(C=CC1)S(=O)(=O)NC=1C=C(C=CC1)B(O)O)C (3-((3-((4-fluoro-3-methylphenyl)carbamoyl)phenyl)sulfonamido)phenyl)boronic acid